FC=1C=C(CC=2C=CC(=NC2)C2=NN=C3N2C=C(C=C3)C(=O)N)C=C(C1)F (5-(3,5-difluorobenzyl)pyridin-2-yl)-[1,2,4]triazolo[4,3-a]pyridine-6-carboxamide